BrCC1(CC1)S(=O)(=O)C(C)(C)C1N(C(OC1)(C)C)C(=O)OC(C)(C)C tert-butyl 4-(2-((1-(bromomethyl)cyclopropyl)sulfonyl)propan-2-yl)-2,2-dimethyl-oxazolidine-3-carboxylate